BrC1=CC(N(C=C1)[C@H](CO[Si](C)(C)C(C)(C)C)C1=CC(=CC=C1)Cl)=O (S)-4-bromo-1-(2-((tert-butyldimethylsilyl)oxy)-1-(3-chlorophenyl)-ethyl)-pyridin-2(1H)-one